1-(6-methoxy-5-methyl-3-nitropyridin-2-yl)-N,N-dimethylpiperidin-4-amine COC1=C(C=C(C(=N1)N1CCC(CC1)N(C)C)[N+](=O)[O-])C